3-[3-(difluoromethoxy)phenyl]-N-(3-methyl-1,1-dioxo-thietan-3-yl)-1-sec-butyl-pyrazolo[4,3-b]pyridine-6-carboxamide FC(OC=1C=C(C=CC1)C1=NN(C=2C1=NC=C(C2)C(=O)NC2(CS(C2)(=O)=O)C)C(C)CC)F